O=C1N(CCN2[C@@H]1CN(CC2)C#N)C=2SC(=CN2)C2=CC=CC=C2 (R)-9-oxo-8-(5-phenylthiazol-2-yl)octahydro-2H-pyrazino[1,2-a]pyrazine-2-carbonitrile